C1=CC=C2C=CC=C3OC=4C=CC(=CC4C1=C23)OB(O)O benzo[kl]xanthen-10-yl-boric acid